CC1=NC=CC(=C1)NC1=NC2=C(C3=CC=NC=C13)C1=C(N2)C=NC=C1 N-(2-methylpyridin-4-yl)-7H-pyrido[4',3':4,5]pyrrolo[2,3-c][2,7]naphthyridin-5-amine